1,1'-cyclohexylidene-bis(4-hydroxybenzene) C1(CCCCC1)(C1=CC=C(C=C1)O)C1=CC=C(C=C1)O